BrC1=CC=C2C(=C(NC2=C1)C(=O)N1CCC(CC1)C=1C=C2CN(C(C2=CC1)=O)C1C(NC(CC1)=O)=O)C 3-(5-(1-(6-Bromo-3-methyl-1H-indole-2-carbonyl)piperidin-4-yl)-1-oxoisoindolin-2-yl)piperidine-2,6-dione